O=C1NC(CC[C@@H]1N1C(C2=CC=CC(=C2C1)OCC1=CC=C(CN2CCN(CC2)C2CCC(CC2)NC(=O)C2=NC(=NC=C2)N2C=NC=C2)C=C1)=O)=O N-((1R,4R)-4-(4-(4-(((2-((S)-2,6-dioxopiperidin-3-yl)-1-oxoisoindolin-4-yl)oxy)methyl)benzyl)piperazin-1-yl)cyclohexyl)-2-(1H-imidazol-1-yl)pyrimidine-4-carboxamide